(1-cyclobutyl-4-methoxy-1H-pyrazol-5-yl)-9-(2,4-dimethoxybenzyl)-9H-pyrido[4',3':4,5]pyrrolo[2,3-D]pyrimidine C1(CCC1)N1N=CC(=C1C=1N=CC2=C(N1)N(C1=C2C=CN=C1)CC1=C(C=C(C=C1)OC)OC)OC